dodecyl-benzenesulfonic acid dimethylaminopropylamine salt CN(C)CCCN.C(CCCCCCCCCCC)C1=C(C=CC=C1)S(=O)(=O)O